(3s,4r,7r)-3-(((benzyloxy)carbonyl)amino)-4,7-dimethyl-2,3,4,7-tetrahydro-1H-azepine-1-carboxylic acid benzyl ester C(C1=CC=CC=C1)OC(=O)N1C[C@H]([C@@H](C=C[C@H]1C)C)NC(=O)OCC1=CC=CC=C1